(S)-N-(5-methyl-4-oxo-2,3,4,5-tetrahydrobenzo[b][1,4]oxazepin-3-yl)-5,6,7,8-tetrahydroisoquinoline-3-carboxamide CN1C2=C(OC[C@@H](C1=O)NC(=O)C=1N=CC=3CCCCC3C1)C=CC=C2